3-(3-bromophenyl)oxetane-3-carboxylic acid hydrazide BrC=1C=C(C=CC1)C1(COC1)C(=O)NN